5-((4,4-bis(octyloxy)butanoyl)oxy)-3-(((3-(dimethylamino)propoxy)carbonyl)oxy)pentyl (9Z,12Z)-octadeca-9,12-dienoate C(CCCCCCC\C=C/C\C=C/CCCCC)(=O)OCCC(CCOC(CCC(OCCCCCCCC)OCCCCCCCC)=O)OC(=O)OCCCN(C)C